CC=1C=C(C(=O)OC2=C(C(=CC(=C2)Br)C=NC2=C(C(=CC=C2)Cl)Cl)O)C=CC1 5-bromo-3-((2,3-dichloro-phenylimino)meth-yl)-2-hydroxyphenyl 3-methylbenzoate